O1OC=NC1=O 1,2,4-dioxazol-5-one